(S)-(3R,4R)-tert-butyl 4-(6-chloro-2-((5-chloro-1-(2,2-difluorocyclopropyl)-1H-pyrazol-4-yl)amino)quinazolin-7-yl)-3-fluoropiperidine-1-carboxylate ClC=1C=C2C=NC(=NC2=CC1[C@@H]1[C@H](CN(CC1)C(=O)OC(C)(C)C)F)NC=1C=NN(C1Cl)[C@@H]1C(C1)(F)F